NC1=NC(=C(C(=C1C#N)C1=CC=C(C=C1)OC1CC(C1)O)C#N)SCC=1C=NC=CC1 2-Amino-4-(4-((1s,3s)-3-hydroxycyclobutoxy)phenyl)-6-((pyridin-3-ylmethyl)thio)pyridine-3,5-dicarbonitrile